3-nitro-1-(4-methyl-2-nitronaphthalen-1-yl)-1H-pyrrole-2,5-dione [N+](=O)([O-])C=1C(N(C(C1)=O)C1=C(C=C(C2=CC=CC=C12)C)[N+](=O)[O-])=O